((dimethylamino)methyl)-5-(1-(tetrahydro-2H-pyran-4-yl)ethyl)pyridin-2-amine CN(C)CC=1C(=NC=C(C1)C(C)C1CCOCC1)N